N-[2-(4,4-difluorocyclohexyl)-4-(3,5-difluorophenyl)-3-pyridyl]-2-isopropyl-pyrimidine-5-carboxamide FC1(CCC(CC1)C1=NC=CC(=C1NC(=O)C=1C=NC(=NC1)C(C)C)C1=CC(=CC(=C1)F)F)F